C1(=CC=CC=C1)C1=C(C=C(N1)C1=C(C=CC=C1)C(F)(F)F)C(=O)N 5-phenyl-2-(2-(trifluoromethyl)phenyl)Azole-4-carboxamide